CN(C)C1=C(C(=O)C2=CC=CC=C2)C=CC=C1 (N,N'-dimethyl-amino)benzophenone